tert-butyl N-[3-methyl-5-[[2-[(2R,5S)-5-methyl-2-(4-pyridyl)-1-piperidyl]-2-oxo-acetyl]amino]-2-pyridyl]carbamate CC=1C(=NC=C(C1)NC(C(=O)N1[C@H](CC[C@@H](C1)C)C1=CC=NC=C1)=O)NC(OC(C)(C)C)=O